F[C@@H]1[C@@H](C1)NC(=O)C1=CN=C2N1N=C(C=C2NC)NC2=C(C(=CC=C2)C#CCO)OC N-[(1R,2S)-2-fluorocyclopropyl]-6-{[3-(3-hydroxyprop-1-yn-1-yl)-2-methoxyphenyl]amino}-8-(methylamino)imidazo[1,2-b]pyridazine-3-carboxamide